NCCCCCCNC(=O)C=1C=C(OCC2=CC(=C(C(=O)O)C=C2)C=2C(=CC3=C(OCCC4=C3SC=C4)C2)C(NC2=CC=C(C=C2)CN)=O)C=CC1 4-((3-((6-aminohexyl)carbamoyl)phenoxy)methyl)-2-(9-((4-(aminomethyl)phenyl)carbamoyl)-4,5-dihydrobenzo[b]thieno[2,3-d]oxepin-8-yl)benzoic acid